C(=O)(O)C=1C=C(C=CC1C(=O)O)C(C(F)(F)F)(C(F)(F)F)C1=CC(=C(C=C1)C(=O)O)C(=O)O bis-(3,4-dicarboxylphenyl)hexafluoropropane